P(=O)(OC1=C2C(=CNC2=CC=C1)C1CCNCC1)(O)O 3-(piperidin-4-yl)-1H-indol-4-yl dihydrogen phosphate